trimethylolpropane-tris[3-(2-methylazetidinyl) propionate] CC1N(CC1)CCC(=O)O.CC1N(CC1)CCC(=O)O.CC1N(CC1)CCC(=O)O.C(O)C(CC)(CO)CO